[Si](C1=CC=CC=C1)(C1=CC=CC=C1)(C(C)(C)C)OCC(CN1[C@@H](C=2C=C3C(=CC2C[C@H]1C)OCO3)C3=CC(=C(C=N3)N[C@@H]3CNCC3)[2H])(F)F 6-((5S,7R)-6-(3-((tert-Butyldiphenylsilyl)oxy)-2,2-difluoropropyl)-7-methyl-5,6,7,8-tetrahydro-[1,3]dioxolo[4,5-g]isoquinolin-5-yl)-N-((S)-pyrrolidin-3-yl)pyridin-3-amine-4-d